(1S,2R,3aR,4R,6aR)-4-((2-amino-3-fluoroquinolin-7-yl)methyl)-2-(4-methyl-7H-pyrrolo[2,3-d]pyrimidin-7-yl)hexahydropentalene-1,6a(1H)-diol NC1=NC2=CC(=CC=C2C=C1F)C[C@@H]1[C@H]2C[C@H]([C@@H]([C@]2(CC1)O)O)N1C=CC2=C1N=CN=C2C